FC1=C(CN[C@@H]2[C@@H](CCCC2)OC=2C=C3CN(C(C3=CC2)=O)C2C(NC(CC2)=O)=O)C=CC(=C1)F 3-(5-(((1R,2S)-2-((2,4-difluorobenzyl)amino)cyclohexyl)oxy)-1-oxoisoindolin-2-yl)piperidine-2,6-dione